CC=1N=C2CN(CC2=C2CCCC12)C(=O)[C@H]1CN(CC1)C=1C=NC=CC1 (5-Methyl-3,6,7,8-tetrahydro-1H-2,4-diaza-as-indacen-2-yl)-(1-pyridin-3-yl-pyrrolidin-3(R)-yl)-methanone